ClC1=C(C(=O)N(CC=2OC=CC2)CC2=C(C=C(C=C2)N(C)CC)N(S(=O)(=O)C=2C=CC3=C(C(=C(O3)C(=O)OCC)C)C2)CC)C=CC=C1 Ethyl 5-(N-(2-((2-chloro-N-(furan-2-ylmethyl) benzoylamino) methyl)-5-(ethyl (methyl) amino) phenyl)-N-ethylsulfamoyl)-3-methylbenzofuran-2-carboxylate